NC1=CC=C(C=N1)[C@H]1N(C[C@@H](CC1)C)C(C(=O)NC=1C=C(C(=NC1)NC(OC(C)(C)C)=O)C)=O tert-butyl N-[5-[[2-[(2S,5R)-2-(6-amino-3-pyridyl)-5-methyl-1-piperidyl]-2-oxo-acetyl]amino]-3-methyl-2-pyridyl]carbamate